1,1,2-tributyl-pyrrolium chloride [Cl-].C(CCC)[N+]1(C(=CC=C1)CCCC)CCCC